3-amino-6-bromopyrazine-2-carboxamide NC=1C(=NC(=CN1)Br)C(=O)N